2-(difluoromethoxy)-N-ethyl-6-methoxy-4-[7-[1-(4-piperidyl)pyrazol-4-yl]imidazo[1,2-a]pyridin-3-yl]benzamide FC(OC1=C(C(=O)NCC)C(=CC(=C1)C1=CN=C2N1C=CC(=C2)C=2C=NN(C2)C2CCNCC2)OC)F